5-methyl-6,7,8,9-tetrahydropyrido[3',2':4,5]pyrrolo[1,2-a]pyrazine CC=1C2=C(N3C1CNCC3)N=CC=C2